CN1N=C(C(=C1)C=O)C 1,3-Dimethylpyrazole-4-carbaldehyde